(2R,3S,5R)-2-(2,5-difluorophenyl)-5-(1,3,4,5-tetrahydropyrido[4,3-b]indol-2-yl)tetrahydropyran-3-amine FC1=C(C=C(C=C1)F)[C@H]1OC[C@@H](C[C@@H]1N)N1CC2=C(NC=3C=CC=CC23)CC1